3-(5-(1-((1H-pyrrolo[2,3-b]pyridin-6-yl)methyl)piperidin-4-yl)-1-oxoisoindolin-2-yl)piperidine-2,6-dione N1C=CC=2C1=NC(=CC2)CN2CCC(CC2)C=2C=C1CN(C(C1=CC2)=O)C2C(NC(CC2)=O)=O